Ethyl 1-(4-methoxybenzyl)-4,6-dicarbonyl-4,5,6,7-tetrahydro-1H-pyrazolo[3,4-b]Pyridine-5-carboxylate COC1=CC=C(CN2N=CC3=C2NC(C(C3=C=O)C(=O)OCC)=C=O)C=C1